methyl-6-oxa-2-azaspiro[3.4]octane-2-carboxylate COC(=O)N1CC2(C1)COCC2